C(C)(C)OC1=NC=C(C=C1)NC1=NC=C(C(=N1)NC=1C=CC2=C(NC(O2)=O)C1)C N2-(2-isopropoxypyridin-5-yl)-5-methyl-N4-(2-oxo-2,3-dihydro-1,3-benzoxazol-5-yl)-2,4-pyrimidinediamine